NC=1C(=C(C=C2C=C(N=CC12)NC1=NN2CC(NCCC2=C1)=O)C=1C(=C2C(=NC1)C(N(C2)C)=O)C)F 2-((8-amino-6-(4,6-dimethyl-7-oxo-6,7-dihydro-5H-pyrrolo[3,4-b]pyridin-3-yl)-7-fluoroisoquinolin-3-yl)amino)-5,6-dihydro-4H-pyrazolo[1,5-d][1,4]diazepin-7(8H)-one